ClC=1C=CC=C2CCCN(C12)[C@@H]1CCC=2C(=NC(=NC2C1)OC[C@H]1N(CCC1)C)N1C[C@@H](NCC1)CC#N 2-((S)-4-((R)-7-(8-chloro-3,4-dihydroquinolin-1(2H)-yl)-2-(((S)-1-methylpyrrolidin-2-yl)methoxy)-5,6,7,8-tetrahydroquinazolin-4-yl)piperazin-2-yl)acetonitrile